2-(4-(2-((1-(Methylsulfonyl)piperidin-4-yl)amino)-5-(trifluoromethyl)pyrimidin-4-yl)-1H-imidazol-1-yl)-5-(2-(pyrrolidin-1-yl)ethoxy)benzonitrile CS(=O)(=O)N1CCC(CC1)NC1=NC=C(C(=N1)C=1N=CN(C1)C1=C(C#N)C=C(C=C1)OCCN1CCCC1)C(F)(F)F